C1=CC=CC=2C3=CC=CC=C3N(C12)C=1C=C(C(C#N)=CC1N1C2=CC=CC=C2C=2C=CC=CC12)C#N 4,5-bis-(9-carbazolyl)-phthalonitrile